6-(1-ethoxyvinyl)-4-(trifluoromethyl)-2,3-dihydro-isoindol-1-one C(C)OC(=C)C1=CC(=C2CNC(C2=C1)=O)C(F)(F)F